OC1=C2C(CC(OC2=C(C(=C1)O)CC=C(C)C)C1=CC(=C(C=C1)OC)O)=O 5,7,3'-Trihydroxy-4'-methoxy-8-prenylflavanone